ClC=1C=C(SC1Cl)C(=O)O 4,5-Dichloro-2-thenoic acid